C(C1=CC=C(C=C1)OC)(=O)C(C(C(=O)[O-])(O)C(C1=CC=C(C=C1)OC)=O)(O)C(=O)[O-] di-anisoyl-tartrate